Cl.NC1CCN(CCC1)CCC1=CC=C(C=C1)N1C(N=C(C=C1)NC(=O)N1CCN(CC1)C(=O)C1(CCC1)N)=O N-(1-(4-(2-(4-Aminoazepan-1-yl)ethyl)phenyl)-2-oxo-1,2-dihydropyrimidin-4-yl)-4-(1-aminocyclobutane-1-carbonyl)piperazine-1-carboxamide hydrochloride salt